C(C)(C)(C)OC(NC1=CC=C(C=C1)[C@@H]1C(N(C(C1)=O)CC1=CC=CC=C1)=O)=O |r| (RS)-[4-(1-Benzyl-2,5-dioxo-pyrrolidin-3-yl)-phenyl]-carbamic acid tert-butyl ester